1,5-dimethyl-8-[[(1R)-1-[3-(1,1-difluoro-2-hydroxy-ethyl)-2-fluoro-phenyl]ethyl]amino]spiro[pyrrolo[2,3-g]phthalazine-3,4'-tetrahydropyran]-2-one CN1C(C2(CCOCC2)C=2C1=CC=1C(=NN=C(C1C2)C)N[C@H](C)C2=C(C(=CC=C2)C(CO)(F)F)F)=O